ClC1=CC(=NC=2N=CNC(C21)=O)Cl 5,7-dichloropyrido[2,3-d]Pyrimidin-4(3H)-one